ClC1=CC=C(C=N1)C1=NOC(=C1CN1N=CC(=CC1=O)N1C[C@@H]2N(CC1)C(NC2)=O)C (R)-7-(1-((3-(6-chloropyridin-3-yl)-5-methylisoxazol-4-yl)methyl)-6-oxo-1,6-dihydropyridazin-4-yl)hexahydroimidazo[1,5-a]pyrazin-3(2H)-one